cyclopropyl-[(5r,7s)-7-fluoro-5-propyl-6,7-dihydro-5H-pyrrolo[1,2-b][1,2,4]triazol-2-yl]methanone C1(CC1)C(=O)C=1N=C2N(N1)[C@@H](C[C@@H]2F)CCC